OCC(C(=O)OC)N1C(C2=CC=3C(NC(C3C=C2C1=O)=O)=O)=O Methyl 3-hydroxy-2-(1,3,5,7-tetraoxo-3,5,6,7-tetrahydropyrrolo[3,4-f]isoindol-2(1H)-yl)propanoate